CC1=C2N(C=3C=CC=CC13)C1(C(C2C2=CC(=CC=C2)[N+](=O)[O-])C(C2=CC=CC=C21)=O)C=2NC1=CC=CC=C1C2C 10-methyl-4b-(3-methyl-1H-indol-2-yl)-11-(3-nitrophenyl)-11,11a-dihydroindeno[2',1':4,5]pyrrolo[1,2-a]indol-12(4bH)-one